C(C)(C)(C)OC(=O)N1C(=NC(=C([C@@H]1C1=C(C(=CC=C1)F)C)C(=O)O)C)C=1SC=CN1 (S)-1-(tert-Butoxycarbonyl)-6-(3-fluoro-2-methylphenyl)-4-methyl-2-(thiazol-2-yl)-1,6-dihydropyrimidine-5-carboxylic acid